6-[(5S)-5-ethyl-6,7-dihydro-5H-pyrrolo[2,1-c][1,2,4]triazol-3-yl]pyridin C(C)[C@H]1CCC2=NN=C(N21)C2=CC=CC=N2